Methyl 6-(2-chloro-4-methylphenyl)-2-(hydroxymethyl)-1H-benzimidazole-4-carboxylate ClC1=C(C=CC(=C1)C)C=1C=C(C2=C(NC(=N2)CO)C1)C(=O)OC